4-(aminomethyl)phenylalanine NCC1=CC=C(C[C@H](N)C(=O)O)C=C1